FC(C(=C(C(F)(F)F)F)F)F 1,1,2,3,4,4,4-heptafluoro-2-butene